4-Nitrobenzenesulfonic acid 6-chloropyrido[2,3-b]pyrazin-2-yl ester ClC=1C=CC=2C(=NC=C(N2)OS(=O)(=O)C2=CC=C(C=C2)[N+](=O)[O-])N1